2,3-dimethyl-2-cyclohexenone CC=1C(CCCC1C)=O